tert-butyl 4-(2-oxo-1,2,5,6-tetrahydro-4H-imidazo[4,5,1-ij]quinolin-7-yl)piperidine-1-carboxylate O=C1NC=2C=CC(=C3CCCN1C23)C2CCN(CC2)C(=O)OC(C)(C)C